C(C)C1=C(C(=O)O)C(=C(C=N1)C1=NC2=C(N1)C=CC=C2C)N2C[C@@](CC2)(C)NC(=O)OC(C)(C)C (S)-ethyl-4-(3-((tert-butoxycarbonyl)amino)-3-methylpyrrolidin-1-yl)-5-(4-methyl-1H-benzo[d]imidazol-2-yl)nicotinic acid